(S)-7-((anthracene-2-carbonyl)glycyl)-N-((R)-1-(4-carbamimidoylthiophen-2-yl)ethyl)-1,4-dioxa-7-azaspiro[4.4]nonane-8-carboxamide C1=C(C=CC2=CC3=CC=CC=C3C=C12)C(=O)NCC(=O)N1CC2(OCCO2)C[C@H]1C(=O)N[C@H](C)C=1SC=C(C1)C(N)=N